N-(N',N'-dimethyl-aminomethylene)amine CN(C)C=N